2-eicosenoyl-sn-glycero-3-phosphorylcholine C(C=CCCCCCCCCCCCCCCCCC)(=O)O[C@H](CO)COP(=O)(O)OCC[N+](C)(C)C